N[C@@H](CCCN)C(=O)O Z-L-ornithine